O=C1NC(CCC1N1C(C2=CC=C(C=C2C1)NC(OCCCOC1=C(C=C(C=C1C#N)C(C)(C)C1=CC=C(C=C1)OCC1=NC(=NC=C1)NS(=O)(=O)C)Cl)=O)=O)=O 3-[2-chloro-6-cyano-4-[1-[4-[[2-(methanesulfonamido)pyrimidin-4-yl]methoxy]phenyl]-1-methyl-ethyl]phenoxy]propyl N-[2-(2,6-dioxo-3-piperidyl)-1-oxo-isoindolin-5-yl]carbamate